(3S,4aR,6S,8aR)-6-(([1H]1,2,4-triazole-5-yl-sulfonyl)methyl)-1,2,3,4,4a,5,6,7,8,8a-decahydroisoquinoline-3-carboxylic acid N1N=CN=C1S(=O)(=O)C[C@@H]1C[C@@H]2C[C@H](NC[C@@H]2CC1)C(=O)O